N-(5-(6-(3-ethoxyphenyl)-1-oxo-3,4-dihydroisoquinolin-2(1H)-yl)-2-hydroxyphenyl)methanesulfonamide C(C)OC=1C=C(C=CC1)C=1C=C2CCN(C(C2=CC1)=O)C=1C=CC(=C(C1)NS(=O)(=O)C)O